C(C(C)C)OC(C=C(OCC(C)C)OCC(C)C)[Sn] tris(isobutoxy)allyltin